tert-Butyl 3-[(4-iodophenyl)methoxy]azetidine-1-carboxylate IC1=CC=C(C=C1)COC1CN(C1)C(=O)OC(C)(C)C